Dimethoxynitrobenzene COC1=CC=CC(=C1OC)[N+](=O)[O-]